C1C2C3(CCCC3C1CC2)C(=O)[O-] octahydro-4,7-methylene-3aH-indene-3a-carboxylate